1-methyl-3-methylimidazolium dimethyl-phosphate COP(=O)(OC)[O-].CN1C=[N+](C=C1)C